NC1=NC(=CC(=N1)C=1C(=C(C#N)C=CC1)C)C=1N=NN(C1)CC1=NN2C(OCCC2)=C1 3-(2-amino-6-(1-((6,7-dihydro-5H-pyrazolo[5,1-b][1,3]oxazin-2-yl)methyl)-1H-1,2,3-triazol-4-yl)pyrimidin-4-yl)-2-methylbenzonitrile